C(C)(C)(C)[Si](C1=CC=CC=C1)(C1=CC=CC=C1)OCC1CCC(CC1)OCCCCC tert-butyl((4-(pentyloxy)cyclohexyl)methoxy)diphenylsilane